2-triethoxysilylethyl Sulfide C(C)O[Si](CCSCC[Si](OCC)(OCC)OCC)(OCC)OCC